(2-hydroxybenzoyl)pyrazole OC1=C(C(=O)C2=NNC=C2)C=CC=C1